(5-(6-((4-cyano-2-fluorobenzyl) oxy) pyridin-2-yl)-[1,1'-biphenyl]-2-yl)-1-(2-methoxyethyl)-1H-benzo[d]imidazole-6-carboxylate C(#N)C1=CC(=C(COC2=CC=CC(=N2)C=2C=CC(=C(C2)C2=CC=CC=C2)OC(=O)C=2C=CC3=C(N(C=N3)CCOC)C2)C=C1)F